COCC1=CC=CN1C(C=C)=O (3s,5r)-5-(methoxymethyl)-1-(prop-2-enoyl)pyrrole